ClC=1C(=C(N)C=C(C1)OC)F 3-chloro-2-fluoro-5-methoxy-aniline